ClC=1C=C(C=CC1Cl)C(C(C(C)C)SC#N)=O 1-(3,4-dichlorophenyl)-3-methyl-2-thiocyanatobutan-1-one